C(C)(C)(C)OC(=O)C1[C@@H](C[C@@](C1)(O)CC)C(=O)O (1R,4S)-2-tert-butoxycarbonyl-4-ethyl-4-hydroxy-cyclopentanecarboxylic acid